tert-butyl 3-((2-(benzyloxy)ethyl)((((di-tert-butoxyphosphoryl)oxy)methoxy)carbonyl)amino)propanoate C(C1=CC=CC=C1)OCCN(CCC(=O)OC(C)(C)C)C(=O)OCOP(=O)(OC(C)(C)C)OC(C)(C)C